O=C1N=CC2=CC=CC=C12 1-oxo-isoindole